ClC=1C=C(C=CC1)N1N=CC=2C1=NC(=NC2NC(=O)C=2SC(=CC2)[N+](=O)[O-])C=2C=NC(=CC2)OCCOCCOCC N-(1-(3-chlorophenyl)-6-(6-(2-(2-ethoxyethoxy)ethoxy)pyridin-3-yl)-1H-pyrazolo[3,4-d]pyrimidin-4-yl)-5-nitrothiophene-2-carboxamide